1,1,3-Tris(5-tert-butyl-4-hydroxy-2-methylphenyl)butan C(C)(C)(C)C=1C(=CC(=C(C1)C(CC(C)C1=C(C=C(C(=C1)C(C)(C)C)O)C)C1=C(C=C(C(=C1)C(C)(C)C)O)C)C)O